8,9-difluoro-2,3,6,7-tetrahydroazepino[3,2,1-hi]indol-4(1H)-one FC1=C(C=C2CCN3C2=C1CCCC3=O)F